6-(4,4,5,5-tetramethyl-1,3,2-dioxaborolan-2-yl)-1H-benzo[cd]indol-2-one CC1(OB(OC1(C)C)C=1C=2C3=C(C(NC3=CC1)=O)C=CC2)C